3-hydroxy-N-(3,5-dichloro-pyridin-4-yl)-4-methoxybenzanilide OC=1C=C(C(=O)N(C2=CC=CC=C2)C2=C(C=NC=C2Cl)Cl)C=CC1OC